(3-(3-Oxo-3-(6-oxo-3,6-dihydropyridin-1(2H)-yl)propen-1-yl)phenoxy)methylpiperidine-1-carboxylic acid tert-butyl ester C(C)(C)(C)OC(=O)N1C(CCCC1)COC1=CC(=CC=C1)C=CC(N1CCC=CC1=O)=O